Titanium Chloride [Cl-].[Ti+4].[Cl-].[Cl-].[Cl-]